C(CCCCCCCCC)OCOCCCC(CC(CC(CC(CC(CC(CC(CCCI)C)C)C)C)C)C)C 19-iodo-4,6,8,10,12,14,16-heptamethylnonadecyl decyloxymethyl ether